tert-butyl 2-((3-(3-(4-chlorophenyl)propyl)-1,2,4-oxadiazol-5-yl)methyl)acrylate ClC1=CC=C(C=C1)CCCC1=NOC(=N1)CC(C(=O)OC(C)(C)C)=C